ClC1=CC(=C(C=C1)C1=NC(=CC=2N=C(N(C(C21)=O)C)C)N2C[C@H](O[C@H](C2)C)C2CC2)F 5-(4-chloro-2-fluorophenyl)-7-((2R,6S)-2-cyclopropyl-6-methyl-4-morpholinyl)-2,3-dimethylpyrido[4,3-d]pyrimidin-4(3H)-one